5-(3,5-dimethylisoxazol-4-yl)-N-(4-fluoro-3-(1H-imidazol-1-yl)phenyl)-2-methylaniline CC1=NOC(=C1C=1C=CC(=C(NC2=CC(=C(C=C2)F)N2C=NC=C2)C1)C)C